F[C@]12CNCC[C@H]1C(NC2)=O (3aS,7aS)-3a-fluoro-octahydro-1H-pyrrolo[3,4-c]pyridin-1-one